(4-methylphenyl)[4-(2-methylpropyl)phenyl]iodonium hexafluoroantimonate F[Sb-](F)(F)(F)(F)F.CC1=CC=C(C=C1)[I+]C1=CC=C(C=C1)CC(C)C